FC1(C(C(C(=C1)F)(F)F)(F)F)F 1,1,2,2,3,3,4-heptafluorocyclopentaneN